(rac)-tert-butyl-2'-{6-amino-5-[(3-fluorophenyl)methoxy]pyridin-3-yl}-5',6'-dihydrospiro[pyrrolidine-3,4'-pyrrolo[1,2-b]pyrazole]-1-carboxylate C(C)(C)(C)OC(=O)N1C[C@]2(CCN3N=C(C=C32)C=3C=NC(=C(C3)OCC3=CC(=CC=C3)F)N)CC1 |r|